pentadecyl tetracontanoate C(CCCCCCCCCCCCCCCCCCCCCCCCCCCCCCCCCCCCCCC)(=O)OCCCCCCCCCCCCCCC